(1S,3R)-3-((5-amino-3-ethyl-8-(3-methoxy-4-(1-(1-methylpiperidin-4-yl)-1H-pyrazol-4-yl)phenyl)pyrido[3,4-b]pyrazin-2-yl)amino)cyclopentan-1-ol NC1=NC=C(C=2C1=NC(=C(N2)N[C@H]2C[C@H](CC2)O)CC)C2=CC(=C(C=C2)C=2C=NN(C2)C2CCN(CC2)C)OC